(2E)-3-(3-aminocyclobutyl)-2-[(2,6-dimethoxy-4-methylphenyl)imino]-9,10-dimethoxy-6h,7h-pyrimido[4,3-a]isoquinolin-4-one NC1CC(C1)N/1C(N2C(C3=CC(=C(C=C3CC2)OC)OC)=C\C1=N/C1=C(C=C(C=C1OC)C)OC)=O